(S)-1-Benzyl-4-fluoro-N-(5-methyl-7-((6-methylpyridin-2-yl)ethynyl)-4-oxo-2,3,4,5-tetrahydrobenzo[b][1,4]oxazepin-3-yl)-1H-pyrazol-3-carboxamid C(C1=CC=CC=C1)N1N=C(C(=C1)F)C(=O)N[C@@H]1C(N(C2=C(OC1)C=CC(=C2)C#CC2=NC(=CC=C2)C)C)=O